potassium trifluoro-(1-methylcyclopropyl) borate B(OC1(C(C1F)(F)F)C)([O-])[O-].[K+].[K+]